O[C@@H]1C[C@@H]2N(CCNC2)C1 (7R,8aS)-7-hydroxy-2,3,6,7,8,8a-hexahydropyrrolo[1,2-a]pyrazine